(S)-N-((S)-1-(4-(4-isopropyl-5-(8-methyl-[1,2,4]triazolo[1,5-a]pyridin-6-yl)-1H-pyrazol-3-yl)phenyl)ethyl)-N-methyl-2-(methylamino)propanamide C(C)(C)C=1C(=NNC1C=1C=C(C=2N(C1)N=CN2)C)C2=CC=C(C=C2)[C@H](C)N(C([C@H](C)NC)=O)C